CC(C)(COP(=O)([O-])OP(=O)([O-])OC[C@@H]1[C@H]([C@H]([C@@H](O1)N2C=NC3=C(N=CN=C32)N)O)OP(=O)([O-])[O-])[C@H](C(=O)NCCC(=O)NCCSC(=O)CC4=CC(=CC(=C4)O)O)O The molecule is an acyl-CoA(4-) arising from deprotonation of the phosphate and diphosphate OH groups of 3,5-dihydroxyphenylacetyl-CoA; major species at pH 7.3. It is a conjugate base of a 3,5-dihydroxyphenylacetyl-CoA.